BrC1=CC2=C(N=C(N=C2N[C@H](C)C2=C(C(=CC=C2)C(F)F)F)C)C=N1 6-bromo-N-{(1R)-1-[3-(difluoromethyl)-2-fluorophenyl]ethyl}-2-methylpyrido[3,4-d]pyrimidin-4-amine